ClC1=C(C2=C(C3=C(N=C(N(C3=O)CC3=CN=CO3)C=3C(=CC(=C(C#N)C3)OC)C3CC3)S2)C=C1)O 5-(7-chloro-8-hydroxy-3-(oxazol-5-ylmethyl)-4-oxo-3,4-dihydrobenzo[4,5]thieno[2,3-d]pyrimidin-2-yl)-4-cyclopropyl-2-methoxybenzonitrile